CN(C1=CC=C(C=C1)\C=C\C(=O)C1=C(C=C(C(=C1)CN1C(CNCC1)CCO)OC)O)C 4-dimethylamino-2'-hydroxy-4'-methoxy-5'-(hydroxyethylpiperazin-1-yl)methyl-chalcone